CC1=C2CCNC(C2=CC(=C1)[N+](=O)[O-])=O 5-Methyl-7-nitro-3,4-dihydroisoquinolin-1(2H)-one